(4-methoxybenzyl)quinolin-8-amine COC1=CC=C(CC2=NC3=C(C=CC=C3C=C2)N)C=C1